OC1=CC=C(C=C1)CC 2-hydroxy-5-ethyl-benzene